potassium Nitrate Salt [N+](=O)([O-])[O-].[K+]